N-(t-butyldimethylsilyl)methanesulfonamide [Si](C)(C)(C(C)(C)C)NS(=O)(=O)C